FC(C1=CC=C(C(=O)NC2=CC3=C(SC(=C3)/C=C/C(=O)OCC)C=C2)C=C1)(F)F ethyl (E)-3-(5-(4-(trifluoromethyl)benzamido)benzo[b]thiophen-2-yl)acrylate